FC1(CC2(C(NC3=CC=C(C=C23)O)=O)C1)F 3,3-difluoro-5'-hydroxy-1'H-spiro[cyclobutane-1,3'-indol]-2'-one